5-fluoropyrimidine-2,4-diamine FC=1C(=NC(=NC1)N)N